C(C#C)(=O)[O-] propyneate